C12C3(C4CC(CC(C1)C4)C2)OC2(OO3)CC(CCC2)C=2C=C(OCCCN)C=CC2 3-{m-(Dispiro[cyclohexane-1,3'-[1,2,4]trioxolane-5',2''-tricyclo[3.3.1.13,7]decan]-3-yl)phenoxy}propylamine